[2H]C(NC(=O)NC12CC(C1)(C2)C(F)(F)F)(C2=CC(=CC=C2)OC(F)(F)F)[2H] 1-[dideutero-[3-(trifluoromethoxy)phenyl]methyl]-3-[3-(trifluoromethyl)-1-bicyclo[1.1.1]pentanyl]urea